5-(2-(2-aminopyridin-3-yl)-6-phenyl-1H-benzo[d]imidazol-1-yl)pyridin-2-amine NC1=NC=CC=C1C1=NC2=C(N1C=1C=CC(=NC1)N)C=C(C=C2)C2=CC=CC=C2